S1C=NC(=C1)CNC(=O)N 1-(thiazol-4-ylmethyl)urea